N-(5-(((2s,5r)-5-((2,6-dimethylpyridin-4-yl)oxy)-2-methylpiperidin-1-yl)methyl)-4-fluorothiazol-2-yl)acetamide CC1=NC(=CC(=C1)O[C@@H]1CC[C@@H](N(C1)CC1=C(N=C(S1)NC(C)=O)F)C)C